C(C)(C)(C)OC(N[C@@H](C(N1CCN(CC1)C1=CC(=CC=C1)OC(F)(F)F)=O)CC)=O (R,S)-tert-butyl(1-oxo-1-(4-(3-(trifluoromethoxy)phenyl)piperazin-1-yl)butan-2-yl)carbamate